propyleneglycol mono-n-butyl ether C(CCC)OCC(C)O